5-hydroxymethyl cytidine-5'-triphosphate P(O)(=O)(OP(=O)(O)OP(=O)(O)O)OC[C@@H]1[C@H]([C@H]([C@@H](O1)N1C(=O)N=C(N)C(=C1)CO)O)O